2-((4-(7-(((2s,5r)-5-aminotetrahydro-2H-pyran-2-yl)methyl)-2,7-diazaspiro[3.5]non-2-yl)pyrimidin-5-yl)oxy)-N-(3,3-difluorocyclobutyl)-5-fluoro-N-isopropylbenzamide hydrochloride Cl.N[C@@H]1CC[C@H](OC1)CN1CCC2(CN(C2)C2=NC=NC=C2OC2=C(C(=O)N(C(C)C)C3CC(C3)(F)F)C=C(C=C2)F)CC1